OCC1=NC(=NO1)C=1C(=C(C=CC1)C1=C(C(=CC=C1)C=1OC2=C(N1)C=C(C=C2)C=O)C)C 2-(3'-(5-(hydroxymethyl)-1,2,4-oxadiazol-3-yl)-2,2'-dimethyl-[1,1'-biphenyl]-3-yl)benzo[d]oxazole-5-carbaldehyde